O=C1NN=CC=C1C=O Oxo-2,3-dihydropyridazine-4-carbaldehyde